C(C)C=1C(=NC=CC1)C(=O)O ethylpicolinic acid